(1R)-1-(2-(azidomethyl)-5-bromo-2-methyl-2,3-dihydrobenzofuran-7-yl)ethan-1-amine N(=[N+]=[N-])CC1(OC2=C(C1)C=C(C=C2[C@@H](C)N)Br)C